C(C)(C)(C)OC(N[C@H](C=O)CC(C)C)=O (S)-(4-methyl-1-oxopentan-2-yl)carbamic acid tert-butyl ester